(3S)-3-({N-[(4-methoxy-1H-indol-2-yl)carbonyl]-L-leucyl}amino)-2-oxo-4-[(3S)-2-oxopyrrolidin-3-yl]butyl dihydrogen phosphate, sodium salt [Na].P(=O)(OCC([C@H](C[C@H]1C(NCC1)=O)NC([C@@H](NC(=O)C=1NC2=CC=CC(=C2C1)OC)CC(C)C)=O)=O)(O)O